5-(2,2-Difluoroethoxy)-N-(1-(methylsulfonyl)piperidin-4-yl)-6-(1H-pyrazol-4-yl)-[1,2,4]triazolo[1,5-a]pyridin-2-amine FC(COC1=C(C=CC=2N1N=C(N2)NC2CCN(CC2)S(=O)(=O)C)C=2C=NNC2)F